C(C)(C)(C)C=1N=C(N(N1)C)C1=CC=C(C=C1)C(=O)N1CCN(CC1)C=1OC=2C(=NC(=CC2)Cl)N1 [4-(5-tert-butyl-2-methyl-1,2,4-triazol-3-yl)phenyl]-[4-(5-chlorooxazolo[4,5-b]pyridin-2-yl)piperazin-1-yl]methanone